3,4-dihydrobenzo[d][1,2]oxazin C1C2=C(CNO1)C=CC=C2